C(C)(C)OB(O)O Isopropoxyboronic acid